FC(OC1=C(C=C(C=C1)/C=C/C(=O)C1=CC=C(OCC(=O)O)C=C1)OC)F 2-[4-[(E)-3-[4-(Difluoromethoxy)-3-methoxyphenyl]prop-2-enoyl]phenoxy]acetic acid